3-(2-(1-acetylpiperidin-4-yl)-2H-tetrazol-5-yl)-4-(cyclohexylamino)-N-methylbenzenesulfonamide C(C)(=O)N1CCC(CC1)N1N=C(N=N1)C=1C=C(C=CC1NC1CCCCC1)S(=O)(=O)NC